C1(=CC=CC=C1)P(C1=CC=CC=C1)C1=C(C=CC=C1)CCN 2-(diphenylphosphinophenyl)-ethylamine